C[SiH](OCCCCCCCC\C=C/C\C=C/CCCCC)C dimethyl(((9Z,12Z)-octadeca-9,12-dien-1-yl)oxy)silane